C(#N)C1=NC2=CC=CC=C2N=C1C=CC1=CC=CC=C1 2-cyano-3-styrylquinoxaline